1,2-Bis(glycidyloxy)benzol C(C1CO1)OC1=C(C=CC=C1)OCC1CO1